Cl.FC1(OC2=C(O1)C=CC(=C2)/C=C/C(=O)N2CCNCC2)F (2E)-3-(2,2-difluorobenzo[d][1,3]dioxol-5-yl)-1-(piperazin-1-yl)prop-2-en-1-one hydrochloride